C(C)(C)(C1=CC=CC=C1)CC1=CC=CC=C1 cumyl-toluene